CS(=O)(=O)[O-].C[C@@H]1[NH2+]CC1 (2S)-2-Methylazetidin-1-ium methanesulfonate